FC=1C=C2CCN(CC2=CC1C(NC1=NC(=CC=C1)C=1N2C(=NN1)CC[C@@H]2C)=O)C(=O)OCC Ethyl (S)-6-fluoro-7-((6-(5-methyl-6,7-dihydro-5H-pyrrolo[2,1-c][1,2,4]triazol-3-yl)pyridin-2-yl)carbamoyl)-3,4-dihydroisoquinoline-2(1H)-carboxylate